C(C)C1=CC=NC=2N(N=NC21)O ethyl-1-hydroxy-7-azabenzotriazole